C(C1=CC=CC=C1)N(C(C#CCCCCC)=O)C1=NOC(=C1)C(C)(C)C N-benzyl-N-(5-(tert-butyl)isoxazol-3-yl)oct-2-ynamide